[Cd].CCC propane cadmium